C(C)(C)(C)OC(=O)N1C[C@@](CCC1)(CC1=CC=C(C=C1)Cl)NC(=O)[C@H]1N(C(OC1)(C)C)C(=O)OCC=C (S)-Allyl 4-(((R)-1-(tert-butoxycarbonyl)-3-(4-chlorobenzyl)piperidin-3-yl)carbamoyl)-2,2-dimethyloxazolidine-3-carboxylate